L-1,2-bis-(4-hydroxyphenyl)propane OC1=CC=C(C=C1)CC(C)C1=CC=C(C=C1)O